[I-].ICC=1C=C(C[P+](C2=CC=CC=C2)(C2=CC=CC=C2)C2=CC=CC=C2)C=CC1 3-iodomethylbenzyl-triphenyl-phosphonium iodide